1-(2,3-dioxo-4-((6-(pyridin-3-yl)pyridazin-3-yl)methyl)-3,4-dihydropyrazin-1(2H)-yl)cyclopropane-1-carbonitrile O=C1N(C=CN(C1=O)CC=1N=NC(=CC1)C=1C=NC=CC1)C1(CC1)C#N